CC=1C(OC2(C1)CC1(CCCCC1)CO2)=O 3-methyl-1,14-dioxadispiro[4.1.57.25]tetradec-3-en-2-one